Bis(2-(acryloyloxy) ethyl) oxalate C(C(=O)OCCOC(C=C)=O)(=O)OCCOC(C=C)=O